N-(2-Hydroxyethyl)-5-((5-(4-(trifluoromethyl)phenyl)oxazol-2-yl)amino)picolinamide OCCNC(C1=NC=C(C=C1)NC=1OC(=CN1)C1=CC=C(C=C1)C(F)(F)F)=O